N[C@@H]1[C@@H](OCC1)C1=NC=2C(=NC=CC2C2CCN(CC2)C(=O)C2=C(C=C(C=C2)OC(F)(F)F)N)N1 |r| [4-[2-[rac-(2R,3S)-3-aminotetrahydrofuran-2-yl]-3H-imidazo[4,5-b]pyridin-7-yl]-1-piperidyl]-[2-amino-4-(trifluoromethoxy)phenyl]methanone